1-((2R,5S)-4-((R)-6-chloro-7-(1,6-dimethyl-1H-indazol-7-yl)-8-fluoro-2-(((S)-1-methylpyrrolidin-2-yl)methoxy)quinazolin-4-yl)-2,5-dimethylpiperazin-1-yl)prop-2-en-1-one ClC=1C=C2C(=NC(=NC2=C(C1C=1C(=CC=C2C=NN(C12)C)C)F)OC[C@H]1N(CCC1)C)N1C[C@H](N(C[C@@H]1C)C(C=C)=O)C